CC=1C(=CC(=CC1)NC(=O)[O-])NC(=O)OC methyl 2,4-toluenedicarbamate